C(C)C1=C(C(=CC(=C1)C)OCOC)B1OC(C(O1)(C)C)(C)C 2-[2-ethyl-6-(methoxymethoxy)-4-methylphenyl]-4,4,5,5-tetramethyl-1,3,2-dioxaborolane